1,4-diphenyl-1,2-bis(2-methylallyl)-1-buten-3-yne C1(=CC=CC=C1)C(=C(C#CC1=CC=CC=C1)CC(=C)C)CC(=C)C